(7S)-2-Benzyl-7-methyl-3-[2-(piperazin-1-yl)ethyl]-3H,6H,7H,8H,9H-imidazo[4,5-f]chinolin C(C1=CC=CC=C1)C=1N(C=2C(=C3CC[C@@H](NC3=CC2)C)N1)CCN1CCNCC1